dihydro-3-(tetrapropenyl)furan-2,5-dione CCCCCCCCC/C=C/CC1CC(=O)OC1=O